CN1C(N(C2=C1C=C(C(=C2)NC2=C1C(N(C(C1=CC=C2)=O)[C@@H]2C(NC(CC2)=O)=O)=O)C2=CC(=NC=C2)C)C)=O (S)-4-((1,3-dimethyl-6-(2-methylpyridin-4-yl)-2-oxo-2,3-dihydro-1H-benzo[d]imidazol-5-yl)amino)-2-(2,6-dioxopiperidin-3-yl)isoindoline-1,3-dione